OC=1C=C(C#N)C=C(C1C1=CC=2OCCN(C2N=N1)[C@H]1CNC[C@H](C1)O)C 3-hydroxy-4-[8-[(3R,5S)-5-hydroxy-3-piperidyl]-6,7-dihydropyridazino[4,3-b][1,4]oxazin-3-yl]-5-methyl-benzonitrile